2-bromo-N-(1-(cyclopropylmethyl)-1H-pyrazolo[3,4-c]pyridin-5-yl)propanamide BrC(C(=O)NC=1C=C2C(=CN1)N(N=C2)CC2CC2)C